C1=CC=CC=2C3C4=CC=CC=C4C(C12)CC3 9,10-dihydro-9,10-ethanoanthracene